ClC1=CC=C(S1)CNC1=CC(=NN1C(C(C)(C)C)=O)C1NCCC1 1-(5-{[(5-chlorothiophen-2-yl)methyl]amino}-3-(pyrrolidin-2-yl)-1H-pyrazol-1-yl)-2,2-dimethylpropan-1-one